COC1=CC(=NC=C1)C=1N=C(C2=C(N1)SC=C2)N(CC(=O)O)C N-(2-(4-methoxypyridin-2-yl)thieno[2,3-d]pyrimidin-4-yl)-N-methylglycine